C1(CC1)[C@@H](C)NC1=NC(=NC=C1C(=O)N)NC1CCC(CC1)OCC(F)(F)F 4-((R)-1-cyclopropylethylamino)-2-((1r,4R)-4-(2,2,2-trifluoroethoxy)cyclohexylamino)pyrimidine-5-carboxamide